(3-Bromopropyl)triphenylphosphonium BrCCC[P+](C1=CC=CC=C1)(C1=CC=CC=C1)C1=CC=CC=C1